ClC1=NC2=CC=C(C=C2C(=N1)N(C1=CC=CC=C1)C)OC 2-chloro-6-methoxy-N-methyl-N-Phenylquinazolin-4-amine